C1(CC1)C1=CN=C(O1)COC=1C(=CC(=NC1)NC(C)=O)NC1=NC(=NC(=C1)C)C(C)(F)F N-(5-((5-cyclopropyloxazol-2-yl)methoxy)-4-((2-(1,1-difluoroethyl)-6-methylpyrimidin-4-yl)amino)pyridin-2-yl)acetamide